5-(4-((6,7-dimethoxyquinolin-4-yl)oxy)-3-fluorophenyl)-1-(4-fluorophenyl)-3-isopropyl-6-oxo-1,6-dihydropyridine-2,5-dicarboxamide COC=1C=C2C(=CC=NC2=CC1OC)OC1=C(C=C(C=C1)C1(C=C(C(N(C1=O)C1=CC=C(C=C1)F)C(=O)N)C(C)C)C(=O)N)F